(4-acetoxyphenyl)benzyl-(methyl)sulfonium tetrakis(pentafluorophenyl)borate FC1=C(C(=C(C(=C1[B-](C1=C(C(=C(C(=C1F)F)F)F)F)(C1=C(C(=C(C(=C1F)F)F)F)F)C1=C(C(=C(C(=C1F)F)F)F)F)F)F)F)F.C(C)(=O)OC1=CC=C(C=C1)[S+](C)CC1=CC=CC=C1